2-(3-(4-hydroxybutyl)-3-azaspiro[5.5]undecan-9-yl)propane-1,3-diyl bis(2-heptylnonanoate) C(CCCCCC)C(C(=O)OCC(COC(C(CCCCCCC)CCCCCCC)=O)C1CCC2(CCN(CC2)CCCCO)CC1)CCCCCCC